C(C#CCC#CCC#CCCCCCCCC)O heptadeca-2,5,8-triyne-1-ol